3-amino-4-(2-aminopyrimidin-4-yl)-6-chloro-1H-quinolin-2-one NC=1C(NC2=CC=C(C=C2C1C1=NC(=NC=C1)N)Cl)=O